(R)-N-(1-(2-chloro-6-methylphenyl)-1,4,5,7-tetrahydropyrano[3,4-c]pyrazol-4-yl)-5,6,7,8-tetrahydroimidazo[1,5-a]pyridine-1-carboxamide ClC1=C(C(=CC=C1)C)N1N=CC2=C1COC[C@@H]2NC(=O)C=2N=CN1C2CCCC1